(cis-3-((5-amino-1-tosyl-1H-pyrrolo[2,3-b]pyridin-4-yl)amino)cyclobutyl)carbamic acid tert-butyl ester C(C)(C)(C)OC(N[C@@H]1C[C@@H](C1)NC1=C2C(=NC=C1N)N(C=C2)S(=O)(=O)C2=CC=C(C)C=C2)=O